3-(4-((benzyloxy)carbonyl)-1-(7-(tert-butoxycarbonyl)-2-chloro-5,6,7,8-tetrahydropyrido[3,4-d]pyrimidin-4-yl)piperazin-2-yl)propanoic acid C(C1=CC=CC=C1)OC(=O)N1CC(N(CC1)C=1C2=C(N=C(N1)Cl)CN(CC2)C(=O)OC(C)(C)C)CCC(=O)O